C(C1=CC=CC=C1)=CC(=O)C=CC1=CC=CC=C1.[Pd] palladium (0) dibenzylideneacetone